C1(=CC=CC=C1)CCCN1CCC(CC1)N1C(NC2=C1C=CC=C2)=O 1-(1-(3-phenylpropyl)piperidin-4-yl)-1H-benzo[d]imidazol-2(3H)-one